methyl 4-chloro-5,6-difluoro-pyridine-3-carboxylate ClC1=C(C=NC(=C1F)F)C(=O)OC